4-((1-((4-methoxyphenyl)sulfonyl)piperidin-4-yl)oxy)thieno[3,2-d]pyrimidine COC1=CC=C(C=C1)S(=O)(=O)N1CCC(CC1)OC=1C2=C(N=CN1)C=CS2